FC1(CC(C1)NC(C(=O)N[C@H](C(N[C@@H](C[C@H]1C(NCC1)=O)C(COC(F)(F)F)=O)=O)CC1=CC=CC=C1)=O)F N1-(3,3-difluorocyclobutyl)-N2-((S)-1-oxo-1-(((S)-3-oxo-1-((S)-2-oxopyrrolidin-3-yl)-4-(trifluoromethoxy)butan-2-yl)amino)-3-phenylpropan-2-yl)oxalamide